[Si]([O-])([O-])([O-])[O-].[Zr+4].[Ca+2] calcium-zirconium silicate